BrC=1C=C(C(=O)N2CCOCC2)C=CC1 4-(3-bromobenzoyl)morpholine